C(#N)C=1C(=C(C=CC1)B(O)O)C (3-cyano-2-methyl-phenyl)boronic acid